CC1=C(C=CC(=C1)S(N[C@H](C)C1CCNCC1)(=O)=O)NC(=O)C=1SC=CN1 (R)-N-(2-methyl-4-(N-(1-(piperidin-4-yl)ethyl)sulfamoyl)phenyl)thiazole-2-carboxamide